C(C)OC([C@@H](N(C1=CC=C(C=C1)F)C=1SC(=C(N1)Cl)C(=O)C1=NC(=NO1)C1=NC=CC=C1)C)=O |r| rac-N-(4-chloro-5-{[3-(pyridin-2-yl)-1,2,4-oxadiazol-5-yl]carbonyl}-1,3-thiazol-2-yl)-N-(4-fluorophenyl)alanine ethyl ester